6,8-difluoro-1-ethyl-(3-methyl-piperazine-1-yl)-2,3-dihydro-quinoline FC=1C=C2CCC(N(C2=C(C1)F)CC)N1CC(NCC1)C